N[C@]1(CN(CCC1)C=1C=NC(=CC1CN1C2=NC=NC(=C2N=C1)N)C1=C(C=C(C=C1)OC)C(F)F)[C@@H](C(F)F)O (S)-1-((R)-3-amino-1-(4-((6-amino-9H-purin-9-yl)methyl)-6-(2-(difluoromethyl)-4-methoxyphenyl)pyridin-3-yl)piperidine-3-yl)-2,2-difluoroethan-1-ol